ClC1=C2C(NC(=NC2=CC=C1)C1=CC=CC=C1)=O 5-chloro-2-phenylquinazolin-4(3H)-one